isodecaneamine C(CCCCCCC(C)C)N